N-(4-isopropoxy-2-propylphenyl)quinolin-2-amine C(C)(C)OC1=CC(=C(C=C1)NC1=NC2=CC=CC=C2C=C1)CCC